N-(4,4-dimethyl-1-(1H-tetrazol-5-yl)pentyl)-6-fluoroquinazolin-4-amine CC(CCC(C1=NN=NN1)NC1=NC=NC2=CC=C(C=C12)F)(C)C